C1(CCCCCCCCCCC=CCCO1)=O 12-pentadecen-1,15-olide